N-(tert-butoxy-carbonyl)glycine C(C)(C)(C)OC(=O)NCC(=O)O